7-((5-(imidazo[1,2-a]pyridin-3-ylamino)pentyl)oxy)-3,4-dihydroquinolin-2(1H)-one N=1C=C(N2C1C=CC=C2)NCCCCCOC2=CC=C1CCC(NC1=C2)=O